C(C=CCCC)(=O)OC(C)CCCC 2-hexyl hexenoate